C(C1=CC=CC=C1)OC1=CC=C(C=C1)CCO 2-(4-(benzyloxy)phenyl)ethan-1-ol